1-(1-Isocyanatoethyl)-2-methoxy-4-(trifluoromethyl)benzene N(=C=O)C(C)C1=C(C=C(C=C1)C(F)(F)F)OC